(Rac)-tert-butyl 4-[2-(tetrahydrofuran-3-ylmethyl)-3H-imidazo[4,5-b]pyridin-7-yl]piperidine-1-carboxylate O1C[C@@H](CC1)CC1=NC=2C(=NC=CC2C2CCN(CC2)C(=O)OC(C)(C)C)N1 |r|